CN(C)CC1=NC2=C(C=CC=C2C=C1)NS(=O)(=O)C1=CC=C(C=C1)C N-(2-((Dimethylamino)methyl)quinolin-8-yl)-4-methylbenzenesulfonamide